p-nitrobenzyl-9,10-diethoxyanthracene-2-sulfonate [N+](=O)([O-])C1=CC=C(COS(=O)(=O)C2=CC3=C(C4=CC=CC=C4C(=C3C=C2)OCC)OCC)C=C1